FC=1C(=NC(=NC1)NC1=C(C=C(C=C1)N1CCC(CC1)N1CCN(CC1)C)OC)NC=1C=CC=C2C=CN(C12)S(=O)(=O)C 5-fluoro-N2-(2-methoxy-4-(4-(4-methylpiperazin-1-yl)piperidin-1-yl)phenyl)-N4-(1-(methylsulfonyl)indol-7-yl)pyrimidine-2,4-diamine